2-Bromo-3-(pyrazin-2-yl)-5H-imidazo[1,2-c]pyrido[3,4-e][1,3]oxazine BrC=1N=C2N(COC3=C2C=NC=C3)C1C1=NC=CN=C1